N-hydroxy-3-((5-nitro-1H-benzo[d]imidazol-2-yl)amino)benzamide ONC(C1=CC(=CC=C1)NC1=NC2=C(N1)C=CC(=C2)[N+](=O)[O-])=O